CNCC1=CC=C(C=C1)C1=CC(=CC=C1)S(=O)(=O)N1CCC2(CC(CO2)NC[C@@H](COC2=CC(=CC=C2)S(=O)(=O)C)O)CC1 (2S)-1-(8-(4'-((Methylamino)methyl)biphenyl-3-ylsulfonyl)-1-oxa-8-azaspiro[4.5]decan-3-ylamino)-3-(3-(methylsulfonyl)phenoxy)propan-2-ol